N1CCC(=CC1)C1=CC=C(N=N1)C=1N=NC=CC1 3-(6-(1,2,3,6-tetra-hydropyridin-4-yl)pyridazin-3-yl)pyridazine